ClC1=NC=C(C(=C1)N[C@H]1CN(CC1)C(=O)OC(C)(C)C)C1=NN(C=C1)CC(F)(F)F tert-Butyl (R)-3-((2-chloro-5-(1-(2,2,2-trifluoroethyl)-1H-pyrazol-3-yl)pyridin-4-yl)amino)pyrrolidine-1-carboxylate